CN1C[C@@H]([C@H](CC1)NC(=O)C1=CC(=CC=2N(C=NC21)CC(F)(F)F)C#CCNC=2C(OC)=CC=C(C2)C(NC(C)C)=O)C N-[(3S,4S)-1-methyl-3-methyl-4-piperidyl]-6-{3-[4-(N-isopropylcarbamoyl)-2-anisidino]-1-propynyl}-1-(2,2,2-trifluoroethyl)-1H-1,3-benzimidazole-4-carboxamide